ClC=1C(=C(C=CC1)B(O)O)SC (3-chloro-2-(methylthio)phenyl)boronic acid